OC(=O)C(F)(F)F.NC(C(=O)OC)CC1=C2C=CN=CC2=C(C=C1)C1=C(C=C(C=C1OC)COCC)OC methyl 2-amino-3-(8-(4-(ethoxymethyl)-2,6-dimethoxyphenyl) isoquinolin-5-yl)propanoate TFA Salt